4,4-dihydroxy-8-({1-[(methylsulfanyl)acetyl]azetidin-3-yl}oxy)-5-oxa-4-boranuidabicyclo[4.4.0]deca-1(6),7,9-triene-7-carboxylic acid disodium salt [Na+].[Na+].O[B-]1(CCC=2C=CC(=C(C2O1)C(=O)O)OC1CN(C1)C(CSC)=O)O.O[B-]1(CCC=2C=CC(=C(C2O1)C(=O)O)OC1CN(C1)C(CSC)=O)O